methyl (S)-3-(4-hydroxy-3-methoxyphenyl)-2-(2-hydroxy-5-(3-hydroxypropyl)-3-methoxyphenyl)propanoate OC1=C(C=C(C=C1)C[C@H](C(=O)OC)C1=C(C(=CC(=C1)CCCO)OC)O)OC